C(C)(C)(C)SN tert-butanesulfenamide